6-Bromo-5-(2-chloroacetyl)indolin-2-one BrC1=C(C=C2CC(NC2=C1)=O)C(CCl)=O